(S)-3-(1-hydroxy-prop-2-yl)-6-(2-methylthiazol-5-yl)-8-(pyridin-3-yl)pyrido[3,4-d]pyrimidin-4(3H)-one OC[C@H](C)N1C=NC2=C(C1=O)C=C(N=C2C=2C=NC=CC2)C2=CN=C(S2)C